FC1=C(C=C2C=CC=NC2=C1)C(C)N1C=NC=2C1=NC(=CN2)C2=CC=CC=C2 7-fluoro-6-(1-(6-phenyl-imidazo[4,5-b]pyrazin-1-yl)-ethyl)-quinoline